NC=1C(=CC(=C(C1)NC1=NC=C(C(=N1)N1CC(C2=NC(=CC=C21)C)(C)C)C(=O)OC(C)C)OC)N(C)CCN2CCC2 isopropyl 2-((5-amino-4-((2-(azetidin-1-yl)ethyl)(methyl)amino)-2-methoxyphenyl)amino)-4-(3,3,5-trimethyl-2,3-dihydro-1H-pyrrolo[3,2-b]pyridin-1-yl)pyrimidine-5-carboxylate